[Li+].OC(C(=O)[O-])F oxyl-2-fluoro-acetic acid lithium salt